1,3-Butendiol C(=CC(C)O)O